CC1C(NC(=C1)C)=O 3,5-dimethyl-1H-pyrroloN